C(CC)(=O)O 1-propanoic acid